2-amino-2-methyl-butan-1-ol NC(CO)(CC)C